2-(5-((Z)-((1R,4R,5R)-7,7-difluoro-4-methoxy-1-methyl-8-azabicyclo[3.2.1]octan-3-ylidene)methyl)pyrazin-2-yl)-5-(1H-imidazol-1-yl)phenol FC1(C[C@@H]2[C@@H](\C(\C[C@]1(N2)C)=C/C=2N=CC(=NC2)C2=C(C=C(C=C2)N2C=NC=C2)O)OC)F